F[C@H]1[C@@H](C1)C(=O)NC1=NN2C(C=C(C=C2)C2=C3C=NNC3=CC(=C2SC)F)=C1 (1S,2R)-2-fluoro-N-(5-(6-fluoro-5-(methylthio)-1H-indazol-4-yl)pyrazolo[1,5-a]pyridin-2-yl)cyclopropane-1-carboxamide